(E)-4-(3-(2-(5-bromo-1H-indole-2-carbonyl)hydrazino)-3-oxoprop-1-en-1-yl)-1-nonylpyridine BrC=1C=C2C=C(NC2=CC1)C(=O)NNC(/C=C/C1=CCN(C=C1)CCCCCCCCC)=O